1-(((3S)-1-((3-cyano-1-azetidinyl)sulfonyl)-3-piperidinyl)carbonyl)-N-(2-fluoro-5-(trifluoromethyl)benzyl)-D-prolinamide C(#N)C1CN(C1)S(=O)(=O)N1C[C@H](CCC1)C(=O)N1[C@H](CCC1)C(=O)NCC1=C(C=CC(=C1)C(F)(F)F)F